(2S)-2-(4-bromo-2-(isoxazol-3-yl)phenoxy)propionic acid BrC1=CC(=C(O[C@H](C(=O)O)C)C=C1)C1=NOC=C1